FC12C(NC=C1)=CN(C2)C(=O)OC(C)(C)C (cis)-tert-butyl 3a-fluoropyrrolo[3,4-b]pyrrole-5(1H)-carboxylate